C(C)C(C(=O)[O-])(C)Br.CCC.[NH4+] Ammonium propane ethyl-bromopropionate